[3-[[2-Fluoro-4-(trifluoromethyl)phenyl]methyl-methyl-amino]azetidin-1-yl]-[(3R)-3-(triazol-2-yl)pyrrolidin-1-yl]methanone FC1=C(C=CC(=C1)C(F)(F)F)CN(C1CN(C1)C(=O)N1C[C@@H](CC1)N1N=CC=N1)C